(rac)-3-(methoxymethyl)-1-methyl-N-(5-(3-((1-methyl-1H-pyrazol-3-yl)oxy)cyclopentyl)-1H-pyrazol-3-yl)-1H-pyrazole-5-carboxamide COCC1=NN(C(=C1)C(=O)NC1=NNC(=C1)C1CC(CC1)OC1=NN(C=C1)C)C